C(#N)[C@@H](C[C@H]1C(NCC1)=O)NC(=O)[C@@H]1N([C@@H]2CC([C@H]1CC2)(F)F)C([C@H](CC2CCC2)NC(C(F)(F)F)=O)=O (1S,3R,4S)-N-((R)-1-cyano-2-((S)-2-oxopyrrolidin-3-yl)ethyl)-2-((S)-3-cyclobutyl-2-(2,2,2-trifluoroacetamido)propanoyl)-5,5-difluoro-2-azabicyclo[2.2.2]octane-3-carboxamide